O1C(OCC1)C1=CN=C(N1C)C(CS(=O)(=O)CC)=O 1-[5-(1,3-dioxolan-2-yl)-1-methyl-1H-imidazol-2-yl]-2-(ethylsulfonyl)ethan-1-one